tert-butyl ((1-((3-((2,6-dimethoxyphenyl)sulfonamido)-4-methoxybenzo[d]isoxazol-6-yl)methyl)-1H-pyrazol-4-yl)methyl)carbamate COC1=C(C(=CC=C1)OC)S(=O)(=O)NC1=NOC2=C1C(=CC(=C2)CN2N=CC(=C2)CNC(OC(C)(C)C)=O)OC